(S)-2-(3-(3-((4-methyl-4H-1,2,4-triazol-3-yl)methyl)oxetan-3-yl)phenyl)-4-(trifluoromethyl)-6-((2-(trifluoromethyl)morpholino)methyl)isoindolin-1-one CN1C(=NN=C1)CC1(COC1)C=1C=C(C=CC1)N1C(C2=CC(=CC(=C2C1)C(F)(F)F)CN1C[C@H](OCC1)C(F)(F)F)=O